2-(4-((2-acetylpyrimidin-4-yl)methoxy)phenyl)propane C(C)(=O)C1=NC=CC(=N1)COC1=CC=C(C=C1)C(C)C